t-butyl (1-((1-(10H-phenothiazin-2-yl)ethyl)sulfonyl)piperidin-4-yl)carbamate C1=C(C=CC=2SC3=CC=CC=C3NC12)C(C)S(=O)(=O)N1CCC(CC1)NC(OC(C)(C)C)=O